3-methylbutyl-Boric acid CC(CCOB(O)O)C